(S)-4-((1-(1-(cyanoimino)-1-oxido-1λ6-thiomorpholino)propan-2-yl)amino)-3-nitrobenzenesulfonamide C(#N)N=S1(CCN(CC1)C[C@H](C)NC1=C(C=C(C=C1)S(=O)(=O)N)[N+](=O)[O-])=O